C(C)(=O)N1[C@@H](CCC1)C(=O)NC1=CC=C(C=C1)C=1NC2=CC=C(C=C2C1F)NC(=O)[C@H]1N(CCC1)C([C@H](C1=CC=CC=C1)NC(OC(C)(C)C)=O)=O tert-butyl {(1S)-2-[(2S)-2-({2-[4-({[(2S)-1-acetylpyrrolidin-2-yl]carbonyl}amino)phenyl]-3-fluoro-1H-indol-5-yl}carbamoyl)pyrrolidin-1-yl]-2-oxo-1-phenylethyl}carbamate